(4-(((S)-1-((2S,4R)-4-hydroxy-2-((4-(4-methylthiazol-5-yl)benzyl)carbamoyl)pyrrolidin-1-yl)-3,3-dimethyl-1-oxobutan-2-yl)carbamoyl)phenyl)boronic acid O[C@@H]1C[C@H](N(C1)C([C@H](C(C)(C)C)NC(=O)C1=CC=C(C=C1)B(O)O)=O)C(NCC1=CC=C(C=C1)C1=C(N=CS1)C)=O